(E)-1-(4-benzyloxy-2-chloro-6-methyl-3-pyridyl)-3-(dimethylamino)prop-2-en-1-one C(C1=CC=CC=C1)OC1=C(C(=NC(=C1)C)Cl)C(\C=C\N(C)C)=O